C1(=CC(=CC=C1)NC(=O)C1CN(CCO1)C#N)C1=CC=CC=C1 N-([1,1'-Biphenyl]-3-yl)-4-cyanomorpholine-2-carboxamide